CSC1=NN=C(S1)NC(=O)C=1OC(=NN1)N1C(CCCC1)C1=CC=CC=C1 (5-(Methylthio)-1,3,4-thiadiazol-2-yl)-5-(2-phenylpiperidin-1-yl)-1,3,4-oxadiazole-2-carboxamide